9-(2-Pyrimidinyl)-6-trifluoromethyl-1,2,3,9-tetrahydrocarbazol-4-one N1=C(N=CC=C1)N1C2=CC=C(C=C2C=2C(CCCC12)=O)C(F)(F)F